C(=O)C1=CN=C(S1)C=CC(=CBr)F 5-formyl-2-(3-fluoro-4-bromobutadienyl)thiazole